2-methyl 6-(2-(trimethylsilyl)ethyl) 3-(4,4,5,5-tetramethyl-1,3,2-dioxaborolan-2-yl)pyridine-2,6-dicarboxylate CC1(OB(OC1(C)C)C=1C(=NC(=CC1)C(=O)OCC[Si](C)(C)C)C(=O)OC)C